4-cyclopropyl-6-(trifluoromethyl)pyridin-3-amine C1(CC1)C1=C(C=NC(=C1)C(F)(F)F)N